N1=C(C=CC=C1)\C=C(\C(=O)OC)/CC(=O)OC 1,4-dimethyl (2E)-2-[(pyridin-2-yl)methylidene]butanedioate